The molecule is morpholine substituted at nitrogen by a 2-nitrobutyl group. It has a role as an antimicrobial agent and an allergen. CCC(CN1CCOCC1)[N+](=O)[O-]